[N+](=O)([O-])[O-].[Ca+2].[NH4+].O.[Cl-].[Mg+2] magnesium chloride hydrate ammonium calcium nitrate